tert-Butyl N-[2-(2-{2-[(5-{1,8,10-triazatricyclo[7.4.0.02,7]trideca-2,4,6,8,10,12-hexaene-11-amido}pyridin-2-yl)amino]ethoxy}ethoxy)ethyl]carbamate N12C3=CC=CC=C3N=C2N=C(C=C1)C(=O)NC=1C=CC(=NC1)NCCOCCOCCNC(OC(C)(C)C)=O